6-(1-amino-8-azaspiro[4.5]decan-8-yl)-3-(3,4-dichloro-2-methyl-2H-indazol-5-yl)-1H-pyrazolo[3,4-d]pyrimidine-4-carbonitrile NC1CCCC12CCN(CC2)C2=NC(=C1C(=N2)NN=C1C1=C(C2=C(N(N=C2C=C1)C)Cl)Cl)C#N